(S)-N-(1-aminopropan-2-yl)-4-((3-(2,3-difluoro-4-methoxy-phenyl)imidazo[1,2-a]pyrazin-8-yl)amino)-2-ethylbenzamide dihydrochloride Cl.Cl.NC[C@H](C)NC(C1=C(C=C(C=C1)NC=1C=2N(C=CN1)C(=CN2)C2=C(C(=C(C=C2)OC)F)F)CC)=O